CC1(N(CCCCC1)S(=O)(=O)C=1C=CC(=C2CC(C(C12)=O)F)F)C 7-((2,2-Dimethylazepan-1-yl)sulfonyl)-2,4-difluoro-2,3-dihydro-1H-inden-1-one